CN(C(OC1=CC2=C(C(N(C(O2)=O)CC2=C(C(=CC=C2)N)F)C)C=C1Cl)=O)C 3-[(3-amino-2-fluorophenyl)methyl]-6-chloro-4-methyl-2-oxo-3,4-dihydro-2H-1,3-benzoxazin-7-yl N,N-dimethylcarbamate